(2R,3R,4S)-2-(2-chloro-6-(3-chlorobenzylamino)-9H-purine-9-yl)tetrahydrothiophene-3,4-diol ClC1=NC(=C2N=CN(C2=N1)[C@@H]1SC[C@H]([C@H]1O)O)NCC1=CC(=CC=C1)Cl